thiophenyl-triazole S1C(=CC=C1)C=1N=NNC1